S1C(=NN=C1)C1=CN=CC(=N1)N1CC2(CN(C2)C2=CC(=NC=C2)C(F)(F)F)CC1 6-[6-(1,3,4-thiadiazol-2-yl)pyrazin-2-yl]-2-[2-(trifluoromethyl)pyridin-4-yl]-2,6-diazaspiro[3.4]octane